2-chloro-3-fluoro-8-methyl-8-(trifluoromethyl)-7,8-dihydro-6H-pyrazolo[1,5-a]pyrrolo[2,3-e]pyrimidine ClC1=NN2C(N=CC3=C2C(CN3)(C(F)(F)F)C)=C1F